NC=1C(=C(C=C2C=C(N=CC12)NC(CCNC(CCNC1=C2C(N(C(C2=CC=C1)=O)C1C(NC(CC1)=O)=O)=O)=O)=O)C=1C=NC=C(C1C)N)F N-(8-amino-6-(5-amino-4-methylpyridin-3-yl)-7-fluoroisoquinolin-3-yl)-3-(3-((2-(2,6-dioxopiperidin-3-yl)-1,3-dioxoisoindolin-4-yl)amino)propanamido)propanamide